N-[[4-[[(2-pyridinylmethyl)amino]methyl]phenyl]methyl]-N-(5,6,7,8-tetrahydro-8-quinolinyl)-(L)-aspartamide N1=C(C=CC=C1)CNCC1=CC=C(C=C1)CN(C([C@@H](N)CC(=O)N)=O)C1CCCC=2C=CC=NC12